(2R,3S)-3-((6-fluoro-2-(2-methoxy-7-methylquinoxalin-5-yl)thiazolo[5,4-b]pyridin-5-yl) oxy)butan-2-yl (2-(((R)-2-hydroxypropyl)carbamoyl)pyrimidin-5-yl)carbamate O[C@@H](CNC(=O)C1=NC=C(C=N1)NC(O[C@H](C)[C@H](C)OC1=C(C=C2C(=N1)SC(=N2)C2=C1N=CC(=NC1=CC(=C2)C)OC)F)=O)C